3-benzyl-6-bromo-3H-[1,2,3]triazolo[4,5-b]pyridine C(C1=CC=CC=C1)N1N=NC=2C1=NC=C(C2)Br